((tert-butyldiphenylsilyl)oxy)methanol [Si](C1=CC=CC=C1)(C1=CC=CC=C1)(C(C)(C)C)OCO